N-(3-{6-Amino-5-[4-(3-fluoro-benzyloxy)-phenyl]-pyrimidin-4-yloxy}-phenyl)-2-chloro-acetamide NC1=C(C(=NC=N1)OC=1C=C(C=CC1)NC(CCl)=O)C1=CC=C(C=C1)OCC1=CC(=CC=C1)F